C(C)N(CCC[Si](OC)(OC)C)CC N,N-diethyl-3-aminopropyl-methyldimethoxysilane